C(CS(=O)(=O)O)C(=O)O The molecule is a carboxyalkanesulfonic acid that is the C-sulfo derivative of propanoic acid. It has a role as a metabolite. It derives from a propionic acid.